tert-Butyl (S)-(1-(2-chloro-5-fluoro-4-((furan-2-ylmethyl)amino)-7H-pyrrolo[2,3-d]pyrimidin-6-yl)propan-2-yl)carbamate ClC=1N=C(C2=C(N1)NC(=C2F)C[C@H](C)NC(OC(C)(C)C)=O)NCC=2OC=CC2